F[C@H]1C(CC(C2=C1NC=1N=CC=CC1[C@]2(C2=CC(=CC=C2)C2=C(C=NC=C2)CC(F)(F)F)C)=O)(C)C (5R,9S)-9-fluoro-5,8,8-trimethyl-5-[3-[3-(2,2,2-trifluoroethyl)-4-pyridyl]phenyl]-9,10-dihydro-7H-benzo[b][1,8]naphthyridin-6-one